C1(=CC=CC=C1)COC1CC(C1)C1=NC(=C2C(=N1)N(N=C2)C(C)C)NC=2N=CN(C2)C2=CC(=C(C(=C2)OC)OC)OC 6-(3-(phenylmethoxy)cyclobutyl)-1-isopropyl-N-(1-(3,4,5-trimethoxyphenyl)-1H-imidazol-4-yl)-1H-pyrazolo[3,4-d]pyrimidin-4-amine